COC(C[C@@H]1CN(CC(C1)(F)F)C=1C(=NC(=CC1)C=1N=NN(C1CN1N=CC(=N1)CC1CC1)C)CC)=O (S)-2-(1-(6-(5-((4-(cyclopropylmethyl)-2H-1,2,3-triazol-2-yl)methyl)-1-methyl-1H-1,2,3-triazol-4-yl)-2-ethylpyridin-3-yl)-5,5-difluoropiperidin-3-yl)acetic acid methyl ester